C1(CC1)C=1N=CN(C(C1)=O)C[C@@H]1CCN(CC12CCCC2)C(=O)OC(C)(C)C tert-Butyl (R)-10-((4-cyclopropyl-6-oxopyrimidin-1(6H)-yl)methyl)-7-azaspiro[4.5]decane-7-carboxylate